C(C1=CC=CC=C1)C=1N(C=2C(=C3CC[C@@H](N(C3=CC2)C(=O)OC)C)N1)CC(=O)O 2-[(7S)-2-benzyl-6-(methoxycarbonyl)-7-methyl-3H,6H,7H,8H,9H-imidazo[4,5-f]quinolin-3-yl]acetic acid